COCC=1C(=CC=2[C@@H]3N(N4C(C2C1)=CC(C(=C4)C(=O)O)=O)C(CC3)(C)C)OCCCOC (R)-11-(methoxymethyl)-12-(3-methoxypropoxy)-3,3-dimethyl-8-oxo-2,3,8,13b-tetrahydro-1H-pyrido[2,1-a]pyrrolo[1,2-c]phthalazine-7-carboxylic acid